C(CCCCCCCCCC)(=O)[O-].[NH4+] ammonium undecylate